2-(4-fluoro-6-iodo-1-oxo-isoindolin-2-yl)-N-thiazol-2-yl-acetyl-Amine FC1=C2CN(C(C2=CC(=C1)I)=O)CC(=O)NC=1SC=CN1